[N+](=O)([O-])C1=C(C=CC(=C1)[N+](=O)[O-])Cl 2,4-Dinitrochlorobenzol